FC1=CC=C(C=C1)C1=CC(=C2C=C(NC2=C1)C(=O)O)OC 6-(4-fluorophenyl)-4-methoxy-1H-indole-2-carboxylic acid